CN[C@@H](CC(C)C)C(=O)O Nα-methyl-leucine